3-chloro-4-cyanophenyl 4,6-di-O-acetyl-3-azido-3-deoxy-2-O-methyl-1-thio-alpha-D-galactopyranoside C(C)(=O)O[C@@H]1[C@@H]([C@H]([C@@H](SC2=CC(=C(C=C2)C#N)Cl)O[C@@H]1COC(C)=O)OC)N=[N+]=[N-]